(2S,11aR)-6-(cyclopropylmethoxy)-8-methyl-2-((2-oxo-1,2,3,4-tetrahydro-1,6-naphthyridin-7-yl)oxy)-2,3,11,11a-tetrahydro-1H,5H-benzo[f]pyrrolo[2,1-c][1,4]oxazepin-5-one C1(CC1)COC1=CC(=CC2=C1C(N1[C@@H](CO2)C[C@@H](C1)OC1=NC=C2CCC(NC2=C1)=O)=O)C